2-(2-((5-(1-aminoisoquinolin-5-yl)-1-methyl-1H-indazol-3-yl)methoxy)phenyl)acetic acid NC1=NC=CC2=C(C=CC=C12)C=1C=C2C(=NN(C2=CC1)C)COC1=C(C=CC=C1)CC(=O)O